C(CC(O)(C(=O)[O-])CC(=O)[O-])(=O)[O-].[Pd+2].CS(=O)(=O)N1CCN(CC1)CC=O.C(CC(O)(C(=O)[O-])CC(=O)[O-])(=O)[O-].[Pd+2].[Pd+2] 2-(4-(methylsulfonyl)piperazin-1-yl)ethan-1-one palladium (II) citrate